C(C)(=O)C=1C(NC=CC1)=O 3-acetyl-1,2-dihydropyridin-2-one